C1(CC1)C=1N=CC2=C(N1)NC=C2C=2C=CC=1N(C2)C(=CN1)F 2-Cyclopropyl-5-(3-fluoroimidazo[1,2-a]pyridin-6-yl)-7H-pyrrolo[2,3-d]pyrimidine